5-(((2S,3S)-3-((3-fluoro-5-iodobenzyl)oxy)-2-phenylpiperidin-1-yl)methyl)-2,4-dihydro-3H-1,2,4-triazol-3-one FC=1C=C(CO[C@@H]2[C@@H](N(CCC2)CC=2NC(NN2)=O)C2=CC=CC=C2)C=C(C1)I